(2-methoxy-6-methylphenyl)boric acid COC1=C(C(=CC=C1)C)OB(O)O